N-{[5-chloro-6-(5-methoxy-2-pyrazinyl)-2-indolyl]methyl}-2-oxabicyclo[2.1.1]hexane-1-carboxamide ClC=1C=C2C=C(NC2=CC1C1=NC=C(N=C1)OC)CNC(=O)C12OCC(C1)C2